CC1C2C3C4CCC(C3C(C1)C2)C4 3-methyltetracyclo[4.4.0.12,5.17,10]dodecane